iron manganese salt [Mn].[Fe]